5-(2-(((R)-1-cyclopropylethyl)amino)-7H-pyrrolo[2,3-d]pyrimidin-5-yl)-N-((R)-1,1,1-trifluoropropan-2-yl)pyrazolo[1,5-a]pyridine-3-carboxamide C1(CC1)[C@@H](C)NC=1N=CC2=C(N1)NC=C2C2=CC=1N(C=C2)N=CC1C(=O)N[C@@H](C(F)(F)F)C